C(C=CCCC=CCCC)=O (+-)-2,6-decadienal